3-((4-(5-chloro-3-methyl-2-(((6S)-6-methylmorpholin-2-yl)methyl)phenyl)pyrrolo[2,1-f][1,2,4]triazin-6-yl)methyl)-1-methylpyrimidine-2,4(1H,3H)-dione ClC=1C=C(C(=C(C1)C1=NC=NN2C1=CC(=C2)CN2C(N(C=CC2=O)C)=O)CC2CNC[C@@H](O2)C)C